6-((1-Cyclobutylcyclopropyl)ethynyl)-N2,N4-bis((R)-1,1,1-trifluoropropan-2-yl)-1,3,5-triazine-2,4-diamine C1(CCC1)C1(CC1)C#CC1=NC(=NC(=N1)N[C@@H](C(F)(F)F)C)N[C@@H](C(F)(F)F)C